BrC1=C(C(=CC(=C1)F)C(F)(F)F)Br 1,2-dibromo-5-fluoro-3-(trifluoromethyl)benzene